FC1=C(COC2=CC=CC=3N=C(SC32)CN3C(C(=CC=C3)NC([C@H](CC/C=C/C(=O)N(C)C)NC(=O)C=3OC=CN3)=O)=O)C=CC(=C1)F (S,E)-N7-(1-((7-((2,4-difluorobenzyl)oxy)benzo[d]thiazol-2-yl)methyl)-2-oxo-1,2-dihydropyridin-3-yl)-N1,N1-dimethyl-6-(oxazole-2-carboxamido)hept-2-enediamide